1-(3-(trifluoromethyl)quinoxalin-6-yl)ethan-1-one FC(C=1C=NC2=CC=C(C=C2N1)C(C)=O)(F)F